ClC=1C=CC(=C(C1)NC1=NC=NC2=CC=C(C=C12)C1(CNC1)C)F N-(5-chloro-2-fluoro-phenyl)-6-(3-methylazetidin-3-yl)quinazolin-4-amine